(2S,3R,4R,5S,6R)-2-[3-(3,4-Dihydro-2H-benzo[1,4]oxazin-6-ylmethyl)-4-methoxy-phenyl]-6-hydroxymethyl-tetrahydro-pyran-3,4,5-triol O1CCNC2=C1C=CC(=C2)CC=2C=C(C=CC2OC)[C@@H]2O[C@@H]([C@H]([C@@H]([C@H]2O)O)O)CO